((1,2,3,5,6,7-hexahydro-s-indacen-4-yl)carbamoyl)-6,7-dihydro-5H-pyrazolo[5,1-b][1,3]oxazine-3-sulfonimidamide C1CCC2=C(C=3CCCC3C=C12)NC(=O)C1=NN2C(OCCC2)=C1S(=O)(N)=N